ClC=1C=C(CN2C=3N(CCC2)N=C(C3C(=O)N[C@@H](C)C3=CC=C(C(=O)OC)C=C3)C(F)(F)F)C=CC1 Methyl (S)-4-(1-(4-(3-chlorobenzyl)-2-(trifluoromethyl)-4,5,6,7-tetrahydropyrazolo[1,5-a]pyrimidine-3-carboxamido)ethyl)benzoate